ClC=1C=C(C=2N(N1)C=C(N2)C([2H])([2H])[2H])C 6-chloro-8-methyl-2-(methyl-d3)imidazo[1,2-b]pyridazine